FC(OC1=CC=C(C=C1)NC1=NC(=NC=C1[N+](=O)[O-])OCC(F)(F)F)F N-(4-(difluoromethoxy)phenyl)-5-nitro-2-(2,2,2-trifluoroethoxy)pyrimidin-4-amine